γ-Glutamylcysteine N[C@@H](CCC(=O)N[C@@H](CS)C(=O)O)C(=O)O